C(C)C=1NC(=C(N1)CCC)CC 2,5-diethyl-4-propylimidazole